5-fluoro-6-[1-(2,2,2-trifluoroethyl)piperidin-3-yl]pyridin-3-amine FC=1C=C(C=NC1C1CN(CCC1)CC(F)(F)F)N